(Z)-N-(3-azabicyclo[3.1.0]hexan-6-yl)-3-(3-(3,5-bis(trifluoromethyl)phenyl)-1H-1,2,4-triazol-1-yl)acrylamide C12CNCC2C1NC(\C=C/N1N=C(N=C1)C1=CC(=CC(=C1)C(F)(F)F)C(F)(F)F)=O